C[C@H]\\1CC/C=C(/CC[C@H](/C=C1)C(C)(C)O)\\C The molecule is a germacrane sesquiterpenoid obtained from germacrane by hydroxylation at C(11) together with dehydrogenation across the C(1)-C(10) and C(5)-C(6) bonds. It is a germacrane sesquiterpenoid and a tertiary alcohol.